OC12CC3(CC(CC(C1)C3)C2)C(=O)OC methyl 3-hydroxy-1-adamantanecarboxylate